CN1CC(OB(OC(C1)=O)C(CC)\C=C\CCC)=O (E)-6-methyl-2-(oct-4-en-3-yl)-1,3,6,2-dioxazaborocane-4,8-dione